NC1C(CN(C1)C1=NC=2CCC(CC2C=C1)NC(=O)C1=CC2=C(N=N1)N(C=C2Cl)CC)(COC)F N-{2-[4-amino-3-fluoro-3-(methoxymethyl)pyrrolidin-1-yl]-5,6,7,8-tetrahydroquinolin-6-yl}-5-chloro-7-ethyl-7H-pyrrolo[2,3-c]pyridazine-3-carboxamide